2-(3,5-difluorophenyl)-N-ethyl-5-phenylOxazole-4-carboxylic acid amide FC=1C=C(C=C(C1)F)C=1OC(=C(N1)C(=O)NCC)C1=CC=CC=C1